NC1=C2C(=NC=N1)N(N=C2C2=CC=C(C=C2)OC2=CC=CC=C2)C2CNCCC2 3-(4-amino-(4-phenoxyphenyl)-1H-pyrazolo[3,4-d]pyrimidin-1-yl)piperidine